ClC=1C=C2C(=C(C1Cl)C)NC(C21CNCC1)=O 5,6-dichloro-7-methyl-1H-spiro[indole-3,3'-pyrrolidin]-2-one